(S)-3-((6-Methoxyquinolin-3-yl)(methyl)amino)pyrrolidine-1-carboxylic acid tert-butyl ester C(C)(C)(C)OC(=O)N1C[C@H](CC1)N(C)C=1C=NC2=CC=C(C=C2C1)OC